N-[2-(3-bromo-4-methoxyphenyl)ethyl]-2,2,2-trifluoroacetamide BrC=1C=C(C=CC1OC)CCNC(C(F)(F)F)=O